6-(difluoromethyl)-8-(3-methoxy-2,6-dimethylphenyl)pyrido[3,4-d]pyrimidin-4-amine FC(C1=CC2=C(N=CN=C2N)C(=N1)C1=C(C(=CC=C1C)OC)C)F